2-hydroxy-3-(4-methoxy-1H-indol-3-yl)propionic acid OC(C(=O)O)CC1=CNC2=CC=CC(=C12)OC